1-[5-(1H-benzimidazol-2-yl)-1H-pyrazol-3-yl]-3-phenyl-urea N1C(=NC2=C1C=CC=C2)C2=CC(=NN2)NC(=O)NC2=CC=CC=C2